N-[5-(1H-benzimidazol-2-yl)-1-(2-hydroxyethyl)pyrazol-3-yl]-6-(3-methoxyazetidin-1-yl)pyridine-3-carboxamide N1C(=NC2=C1C=CC=C2)C2=CC(=NN2CCO)NC(=O)C=2C=NC(=CC2)N2CC(C2)OC